3-methyl-pentane-1,2,5-triol CC(C(CO)O)CCO